4-METHOXY-6-METHYLPYRIDINE-3-BORONIC ACID COC1=C(C=NC(=C1)C)B(O)O